COC1=CC=C(C=C1)C(OCC1N(CC(C1)OP(N(C(C)C)C(C)C)OCCC#N)C(CCCCCNC(CCCCCCCCCCCON1C(C2=CC=CC=C2C1=O)=O)=O)=O)(C1=CC=CC=C1)C1=CC=C(C=C1)OC N-[6-[2-[[bis(4-methoxyphenyl)-phenyl-methoxy]methyl]-4-[2-cyanoethoxy-(diisopropylamino)phosphanyl]oxy-pyrrolidin-1-yl]-6-oxo-hexyl]-12-(1,3-dioxoisoindolin-2-yl)oxy-dodecanamide